C(C1=CC=CC=C1)[C@H]1N(CCN(C1)S(=O)(=O)C)C=1C=C2C(=CN1)N(N=C2C)C=2C(=C(C(=C(C2)C(F)(F)F)Cl)O)F (R)-3-(5-(2-Benzyl-4-(methylsulfonyl)piperazin-1-yl)-3-methyl-1H-pyrazolo[3,4-c]pyridin-1-yl)-6-chloro-2-fluoro-5-(trifluoromethyl)phenol